(2r,3r,4r,5r)-2-(((tert-butyldiphenylsilyl) oxy) methyl)-5-(4-chloro-7H-pyrrolo[2,3-d]pyrimidin-7-yl)-3-methyltetrahydrofuran-3,4-diyldiacetate [Si](C1=CC=CC=C1)(C1=CC=CC=C1)(C(C)(C)C)OC[C@@H]1O[C@H]([C@@H]([C@]1(CC(=O)[O-])C)CC(=O)[O-])N1C=CC2=C1N=CN=C2Cl